1-(methoxy-d3)butan-2-one C(OCC(CC)=O)([2H])([2H])[2H]